7-((2S,5R)-2,5-diethyl-4-(1-(2-methylimidazo[1,2-b]pyridazin-6-yl)ethyl)piperazin-1-yl)-4-methyl-2,4-dihydro-5H-pyrazolo[4,3-d]pyrimidin-5-one C(C)[C@@H]1N(C[C@H](N(C1)C(C)C=1C=CC=2N(N1)C=C(N2)C)CC)C=2C=1C(N(C(N2)=O)C)=CNN1